6-(2-chloro-3,5-dimethoxyphenyl)-N-(4-((3S,5R)-3,5-dimethylpiperazin-1-yl)-3-fluorophenyl)-[1,2,4]triazolo[4',3':1,6]pyrido[2,3-d]pyrimidin-2-amine ClC1=C(C=C(C=C1OC)OC)C1=CC2=C(N=C(N=C2)NC2=CC(=C(C=C2)N2C[C@@H](N[C@@H](C2)C)C)F)N2C1=NN=C2